5-hydroxy-6-oxo-1,6-dihydropyridine-2-carboxylic acid OC1=CC=C(NC1=O)C(=O)O